4-fluoropyrazol FC=1C=NNC1